(2R,3S,4S,5S)-4-(aminomethyl)-3-(3-chloro-2-fluorophenyl)-4-(4-chloro-2-fluorobenzeneyl)-5-neopentylpyrrolidine-2-carboxylate NC[C@]1([C@H]([C@@H](N[C@H]1CC(C)(C)C)C(=O)[O-])C1=C(C(=CC=C1)Cl)F)C1=C(C=C(C=C1)Cl)F